C1(CCCC1)C1=NC=C(C(=N1)OC1=CC=C(C=C1)CC)C(=O)NC(C)C=CS(=O)(=O)C 2-cyclopentyl-4-(4-ethylphenoxy)-N-(4-(methylsulfonyl)but-3-en-2-yl)pyrimidine-5-carboxamide